CC(CC(C)C)=NNC(C1=NC=CC=C1C)=O N'-(1,3-dimethylbutylidene)-3-methylpicolinic acid hydrazide